(2,4-difluorophenoxy)-3-(3,5-dimethylisoxazol-4-yl)aniline FC1=C(ONC2=CC(=CC=C2)C=2C(=NOC2C)C)C=CC(=C1)F